ClC=1C=NC=C(C1[C@@H](C)OC=1C=C2C(=NNC2=CC1)C=1C=CC(=NC1)NC(N(C)C)=O)Cl 3-[5-[5-[(1R)-1-(3,5-dichloro-4-pyridyl)ethoxy]-1H-indazol-3-yl]-2-pyridyl]-1,1-dimethyl-urea